diphenoxysulfonium O(C1=CC=CC=C1)[SH+]OC1=CC=CC=C1